C1(=CC2=CC=C3C=CC4=CC=C5C=CC6=CC=C1C1=C6C5=C4C3=C21)OC2CCC(CC2)=O 4-(coronenyloxy)cyclohexanone